CC(CO)(C1OCC2(CO1)COC(OC2)C(CO)(C)C)C β,β,β',β'-Tetramethyl-2,4,8,10-tetraoxaspiro[5.5]undecan-3,9-diethanol